5-acetyl-4-(5-chlorobenzo[b]thiophen-3-yl)-2,6-dimethyl-1,4-dihydropyridine-3-carboxylic acid benzyl ester C(C1=CC=CC=C1)OC(=O)C1=C(NC(=C(C1C=1C2=C(SC1)C=CC(=C2)Cl)C(C)=O)C)C